3-methyl-3-(methylamino)piperidin CC1(CNCCC1)NC